C(#N)C=1C=C(C=CC1N=CN(C)C)C1CN(CCC1)C(=O)OC(C)(C)C tert-butyl 3-[3-cyano-4-(dimethylaminomethyleneamino)phenyl]piperidine-1-carboxylate